(2S)-1-((1-(5-Methyl-1,3,4-oxadiazol-2-yl)ethyl)amino)propan-2-ol CC1=NN=C(O1)C(C)NC[C@H](C)O